C(#N)C=1C=C(C=CC1)C=1N=C2N(N=C(C=C2)C(=O)N[C@H](C(C)(C)O)C)C1C1=CC(=NC(=C1)C)OC 2-(3-Cyanophenyl)-N-[(1S)-2-hydroxy-1,2-dimethyl-propyl]-3-(2-methoxy-6-methyl-4-pyridyl)imidazo[1,2-b]pyridazine-6-carboxamide